(S)-quinuclidin-3-yl (5-(3-isobutoxyphenyl)-6-methoxy-2,2-dimethyl-2,3-dihydro-1H-inden-1-yl)carbamate C(C(C)C)OC=1C=C(C=CC1)C=1C=C2CC(C(C2=CC1OC)NC(O[C@@H]1CN2CCC1CC2)=O)(C)C